C(CCC)[Si](O[Si](C)(C)CCCC)(C)C 1,3-dibutyl-1,1,3,3-tetramethyldisiloxane